2-chloro-4-(dimethylphosphoryl)-3-fluoropyridine ClC1=NC=CC(=C1F)P(=O)(C)C